ClC1=C(C(=CC=C1)Cl)C#CC=1C=C2CCC(C2=CC1)N1CC(C1)C(=O)O (5-((2,6-dichlorophenyl)ethynyl)-2,3-dihydro-1H-inden-1-yl)azetidine-3-carboxylic acid